[2,2-bis(4-fluorophenyl)-1-methyl-ethyl] (2S)-2-[(4-amino-3-hydroxy-pyridine-2-carbonyl) amino]propanoate NC1=C(C(=NC=C1)C(=O)N[C@H](C(=O)OC(C(C1=CC=C(C=C1)F)C1=CC=C(C=C1)F)C)C)O